2-[6-[[6-(trifluoromethyl)-3-pyridyl]methyl]-2-azaspiro[3.3]heptane-2-carbonyl]-2,5,7-triazaspiro[3.4]octan-6-one FC(C1=CC=C(C=N1)CC1CC2(CN(C2)C(=O)N2CC3(C2)NC(NC3)=O)C1)(F)F